NC1=C(C2=C(N(C(=N2)C2=C(C=NC=C2)F)C)C=C1)N1[C@@H](CCC1)CNC(OC(C)(C)C)=O tert-butyl (S)-((1-(5-amino-2-(3-fluoropyridin-4-yl)-1-methyl-1H-benzo[d]imidazol-4-yl)pyrrolidin-2-yl)methyl)carbamate